OC1=CC2=C(C(=C(S2)C2=CC=C(C=C2)O)C(=O)C2=CC=C(C=C2)OCCN2CCCCC2)C=C1 [6-hydroxy-2-(4-hydroxyphenyl)-benzothiophen-3-yl]-[4-[2-(1-piperidyl)ethoxy]phenyl]-methanone